trimethyl(2,2,2-trifluoro-1-(3-fluorophenyl)-1-(4-(4,4,5,5-tetramethyl-1,3,2-dioxaborolan-2-yl)phenyl)ethoxy)silane C[Si](OC(C(F)(F)F)(C1=CC=C(C=C1)B1OC(C(O1)(C)C)(C)C)C1=CC(=CC=C1)F)(C)C